1-Imidazol-1-ylmethyl-cyclopropane-carboxylic acid [6-fluoro-4-methoxy-7-(tetrahydro-pyran-4-yl)-thiazolo[4,5-c]pyridin-2-yl]-amide FC1=C(C2=C(C(=N1)OC)N=C(S2)NC(=O)C2(CC2)CN2C=NC=C2)C2CCOCC2